C(C1=CC=CC=C1)(=O)OCOC(F)(F)F trifluoromethoxyMethyl benzoate